4-(3-aminopyrrolidin-1-yl)-N-(4-(2-(4-methoxyphenyl)propan-2-yl)thiazol-2-yl)benzamide NC1CN(CC1)C1=CC=C(C(=O)NC=2SC=C(N2)C(C)(C)C2=CC=C(C=C2)OC)C=C1